N,N-di(2-hydroxyethyl)-hexadecanoic acid amide OCCN(C(CCCCCCCCCCCCCCC)=O)CCO